N-((1-(5-fluoro-2-methoxybenzyl)-3-(4-methoxy-3-(pentyloxy)phenyl)-2-oxohexahydropyrimidin-5-yl)methyl)acetamide FC=1C=CC(=C(CN2C(N(CC(C2)CNC(C)=O)C2=CC(=C(C=C2)OC)OCCCCC)=O)C1)OC